α,α-difluoro-4-(1,1,2,2,2-pentafluoroethyl)-benzenepropanoic acid FC(C(=O)O)(CC1=CC=C(C=C1)C(C(F)(F)F)(F)F)F